[C@@H]1([C@H](O)[C@H](O)[C@@H](C(O)C(=O)[O-])O1)N1C=NC=2C(O)=NC=NC12.[Na+].[Na+].NC=1SC(=C(N1)C=1C(=C(C=CC1)CC(=O)N)F)C1=NC(=NC=C1)NC1CC2(CS(C2)(=O)=O)C1.[C@@H]1([C@H](O)[C@H](O)[C@@H](C(O)C(=O)[O-])O1)N1C=NC=2C(O)=NC=NC12 (3-(2-amino-5-(2-((2,2-dioxo-2-thiaspiro[3.3]heptan-6-yl)-amino)pyrimidin-4-yl)thiazol-4-yl)-2-fluorophenyl)acetamide disodium 5'-inosinate